N-Propylimidodisulfuric acid disodium salt [Na+].[Na+].C(CC)N(S(=O)(=O)[O-])S(=O)(=O)[O-]